[Si](C)(C)(C(C)(C)C)OCCCNCC1=C2C(=CN=C1)N(C=C2)CC(=O)N(C)C 2-(4-(((3-((tert-butyldimethylsilyl)oxy)propyl)amino)methyl)-1H-pyrrolo[2,3-c]pyridin-1-yl)-N,N-dimethylacetamide